(P)-((5-cyano-7-(5-(2-cyano-3-cyclopropyloxy-6-fluoro-5-(prop-1-yn-1-yl)phenyl)-1-methyl-1H-pyrazol-4-yl)-4-carbonyl-3,4-dihydro-phthalazin-1-yl)methyl)carbamic acid tert-butyl ester C(C)(C)(C)OC(NCC1=NNC(C2=C(C=C(C=C12)C=1C=NN(C1C1=C(C(=CC(=C1F)C#CC)OC1CC1)C#N)C)C#N)=C=O)=O